FC(C(=O)O)(F)F.C(C)(C)(C)OC(NCC1=CC(C(C=C1)(O)O)(Cl)Cl)=O (3,3'-dichloro-4,4'-dihydroxyphenyl)methaneCarbamic acid tert-butyl ester trifluoroacetate